Nonadecanyl Alcohol C(CCCCCCCCCCCCCCCCCC)O